FC(OC1CC(C1)C1=NN=C(O1)[C@@H]1CC[C@H](CO1)N)(F)F (3R,6S)-6-(5-((1s,3R)-3-(trifluoromethoxy)cyclobutyl)-1,3,4-oxadiazol-2-yl)tetrahydro-2H-pyran-3-amine